ClC1=CC=2C(=NSC2N(C2CN(C2)C(C=C)=O)C)C(=C1C1=CC(=CC2=CC=CC=C12)O)F 1-(3-((5-chloro-7-fluoro-6-(3-hydroxynaphthalen-1-yl)benzo[c]isothiazol-3-yl)(methyl)amino)azetidin-1-yl)prop-2-en-1-one